N-(4-(3-(3,5-dimethylisoxazol-4-yl)-5-methylphenoxy)-3,5-dimethylphenyl)-2-methoxyacetamide CC1=NOC(=C1C=1C=C(OC2=C(C=C(C=C2C)NC(COC)=O)C)C=C(C1)C)C